C(CCCCCCCCCCCCC)C1(OC1)CCl 2-n-tetradecyl-2-(chloromethyl)oxirane